(S)-8-(2-amino-6-((R)-1-(2',3'-dimethyl-[1,1'-biphenyl]-4-yl)-2,2,2-trifluoroethoxy)pyrimidin-4-yl)-2,8-diazaspiro[4.5]decane-3-carboxylic acid NC1=NC(=CC(=N1)N1CCC2(C[C@H](NC2)C(=O)O)CC1)O[C@@H](C(F)(F)F)C1=CC=C(C=C1)C1=C(C(=CC=C1)C)C